2,2-dimethoxy-propylamine COC(CN)(C)OC